5-{[(5-fluoropyridin-3-yl)amino]methylidene}-2,2-dimethyl-1,3-dioxane-4,6-dione FC=1C=C(C=NC1)NC=C1C(OC(OC1=O)(C)C)=O